FC=1C(=C(C=O)C=CN1)OC 2-FLUORO-3-METHOXYISONICOTINALDEHYDE